(3S)-3-(4-hydroxy-phenyl)-hex-4-ynoic acid OC1=CC=C(C=C1)[C@H](CC(=O)O)C#CC